6-Ethyl-8-((3-methoxyphenyl)thio)-2,4-dimethylpyrimido[4,5-c]isoquinoline-1,3,7,10(2H,4H)-tetraone C(C)C1=NC2=C(C=3C(C=C(C(C13)=O)SC1=CC(=CC=C1)OC)=O)C(N(C(N2C)=O)C)=O